di(3-propyl)ethoxysilane CCC[SiH](OCC)CCC